3-(3-(4'-fluoro-[1,1'-biphenyl]-3-yl)acryloyl)-4-phenyloxazolidin-2-one FC1=CC=C(C=C1)C1=CC(=CC=C1)C=CC(=O)N1C(OCC1C1=CC=CC=C1)=O